C(C1=CC=CC=C1)N1C(C(CC2=C(C=CC=C12)C)C)=O 1-benzyl-3,5-dimethyl-3,4-dihydro-quinolin-2(1H)-one